C(C(=C)C)(=O)OCCCCCCCCCCCC 12-dodecyl methacrylate